C(C)(C)(C)OC(=O)N(CC(=O)OCC(C)N(C(=O)OC(C)(C)C)CC(=O)OCCOCCOCCOCCOCC(COCCCCCCCC\C=C/CCCCCCCC)OCCCCCCCC\C=C/CCCCCCCC)CCOC 2-[[2-[2-[2-[2-[2-[2,3-bis[(Z)-octadec-9-enoxy]propoxy]ethoxy]ethoxy]ethoxy]ethoxy]-2-oxo-ethyl]-tert-butoxycarbonyl-amino]propyl 2-[tert-butoxycarbonyl(2-methoxyethyl)amino]acetate